tert-butyl (2'S,7S)-2-chloro-4-hydroxy-2'-(1-methyltriazol-4-yl)spiro[4,5-dihydrothieno[2,3-c]pyran-7,4'-piperidine]-1'-carboxylate ClC1=CC2=C(S1)[C@]1(C[C@H](N(CC1)C(=O)OC(C)(C)C)C=1N=NN(C1)C)OCC2O